(2S,5S)-4-(bicyclo[2.2.1]heptane-1-carbonyl)-2,3,4,5-tetrahydro-2,5-methanopyrido[3,4-f][1,4]oxazepine-9-carbonitrile C12(CCC(CC1)C2)C(=O)N2C[C@H]1OC3=C([C@@H]2C1)C=NC=C3C#N